C1(=CC=CC=C1)S(=O)(=O)CCC(=O)O 3-(phenylsulfonyl)propanoic acid